(l)-4,5-dichloro-N-[3-[4-(1-cyanoethyl)phenyl]tetrahydrofuran-3-yl]-1-methyl-indole-2-carboxamide ClC1=C2C=C(N(C2=CC=C1Cl)C)C(=O)NC1(COCC1)C1=CC=C(C=C1)C(C)C#N